[C@H]1([C@H](CCC1)C(=O)O)C(=O)O (1S,2S)-1,2-cyclopentanedicarboxylic acid